2-((1-((S)-1-cyanoethyl)-3-isopropoxy-1H-pyrazol-4-yl)amino)-7H-pyrrolo[2,3-d]pyrimidine-6-carbonitrile C(#N)[C@H](C)N1N=C(C(=C1)NC=1N=CC2=C(N1)NC(=C2)C#N)OC(C)C